C(C)(C)(C)OC(=O)N([C@@H](CC(=O)O)COC)C (S)-3-[(tert-Butoxycarbonyl)(methyl)amino]-4-methoxybutyric acid